FC1=C(C=CC(=C1)F)C1(CC1)NCC(=O)N1[C@H]2CN([C@@H](C1)C2)C2=NC=C(C#N)C=C2 6-((1R,4R)-5-((1-(2,4-difluorophenyl)cyclopropyl)glycyl)-2,5-diazabicyclo[2.2.1]heptan-2-yl)nicotinonitrile